N,N,N,N',N',N'-Hexamethylhexamethylenediammonium C[N+](CCCCCC[N+](C)(C)C)(C)C